IC1=CC=C(C=C1)N1C(C2(CC2)C(N1C1=CC=C(C=C1)I)=O)=O 5,6-bis(4-iodophenyl)-5,6-diazaspiro[2.4]heptane-4,7-dione